FC=1C(=CC=2C3=C(NC(C2C1)=O)COC[C@H]3N(C(=O)C=3NC1=CC(=CC(=C1C3)C(C)O)F)C)F N-((S)-8,9-Difluoro-6-oxo-1,4,5,6-tetrahydro-2H-pyrano[3,4-c]isoquinolin-1-yl)-6-fluoro-4-(1-hydroxyethyl)-N-methyl-1H-indole-2-carboxamide